5-fluoropentyltrimethoxysilane FCCCCC[Si](OC)(OC)OC